6-chloro-2-(4-(cyclopropylsulfonyl)phenyl)-4-methyl-1H-pyrrolo[3,2-c]pyridine ClC1=CC2=C(C(=N1)C)C=C(N2)C2=CC=C(C=C2)S(=O)(=O)C2CC2